2-((4-aminobenzyl)sulfonyl)-6-(dimethylamino)-4-ethylpyridine-3,5-dicarbonitrile NC1=CC=C(CS(=O)(=O)C2=NC(=C(C(=C2C#N)CC)C#N)N(C)C)C=C1